FC1=CN=CN1 5-fluoroimidazole